C(C)N1C(NC2=CC(=CC=C2C1=O)CN1C2CN(CC1C2)C=2C=CC(=NC2)C(=O)NC)=O 5-(6-((3-ethyl-2,4-dioxo-1,2,3,4-tetrahydroquinazolin-7-yl)methyl)-3,6-diazabicyclo[3.1.1]heptan-3-yl)-N-methylpicolinamide